BrC1=C2CCN([C@@H](C2=C(C=C1)OCC1=NN=CN1C)CN1C(C2=CC=CC=C2C1)=O)C(=O)C1CCCCC1 (1S,2R)-2-((S)-5-Bromo-8-((4-methyl-4H-1,2,4-triazol-3-yl)methoxy)-1-((1-oxoisoindolin-2-yl)methyl)-1,2,3,4-tetrahydroisochinolin-2-carbonyl)cyclohexan